C1(CC1)OC1=C2C(C(=C(OC2=C(C(=C1)OCC)CCC(=C)C)C1=CC=CC=C1)O)=O cyclopropoxy-7-ethoxy-8-isopentenyl-3-hydroxy-2-phenyl-4H-chromen-4-one